N-{4-[(3-[1-ethyl-3-(trifluoromethyl)-1H-pyrazol-5-yl]-1-{[2-(trimethylsilyl)ethoxy]methyl}-1H-pyrrolo[2,3-b]pyridin-4-yl)oxy]-3,5-difluorophenyl}-N'-[(3-fluorooxetan-3-yl)methyl]urea C(C)N1N=C(C=C1C1=CN(C2=NC=CC(=C21)OC2=C(C=C(C=C2F)NC(=O)NCC2(COC2)F)F)COCC[Si](C)(C)C)C(F)(F)F